[2-(4-formylcyclohexyl)-6-(trifluoromethyl)indazol-5-yl]6-(trifluoromethyl)pyridine-2-carboxamide C(=O)C1CCC(CC1)N1N=C2C=C(C(=CC2=C1)C=1C(=NC(=CC1)C(F)(F)F)C(=O)N)C(F)(F)F